{1-[(4S)-7-(3,5-dimethylisoxazol-4-yl)-4-pyridin-2-yl-4,5-dihydroimidazo[1,5,4-de][1,4]benzoxazin-2-yl]piperidin-4-yl}methanol CC1=NOC(=C1C1=CC=C2C=3N([C@H](COC31)C3=NC=CC=C3)C(=N2)N2CCC(CC2)CO)C